OCC1=NN2C(NC(=C(C2C2=CC=C3C=CNC3=C2)C(=O)NC=2C=C3C=CN=CC3=CC2)C)=C1 2-(hydroxymethyl)-7-(1H-indol-6-yl)-N-(isoquinolin-6-yl)-5-methyl-4,7-dihydropyrazolo[1,5-a]pyrimidine-6-carboxamide